(6S,8R)-8-methyl-6-(5-((S)-pyrrolidin-3-oxy)pyridin-2-yl)-7-(2,2,2-trifluoroethyl)-6,7,8,9-tetrahydrooxazolo[5,4-f]isoquinolin-2(3H)-one C[C@H]1N([C@@H](C2=CC=C3C(=C2C1)OC(N3)=O)C3=NC=C(C=C3)O[C@@H]3CNCC3)CC(F)(F)F